2,3-dimethylterephthalic acid CC1=C(C(=O)O)C=CC(=C1C)C(=O)O